(R)-2-ethynyl-pyrrolidine hydrochloride Cl.C(#C)[C@@H]1NCCC1